CNCCCCCCNC N,N'-dimethylhexane-1,6-diamine